FC1=C(C=CC(=C1)C(F)(F)F)C1=C(N(N=N1)C)CN1N=CC(=CC1=O)N1CC(C1)OC=1N=NC=CC1 2-[[5-[2-fluoro-4-(trifluoromethyl)phenyl]-3-methyl-triazol-4-yl]methyl]-5-(3-pyridazin-3-yloxyazetidin-1-yl)pyridazin-3-one